O=C(C(=O)C=1N2CCCC2=C(C1)C(=O)OCC)N[C@H](C(F)(F)F)C ethyl (S)-5-(2-oxo-2-((1,1,1-trifluoroprop-2-yl) amino) acetyl)-2,3-dihydro-1H-pyrrolizine-7-carboxylate